2-(bicyclo[1.1.1]pentan-1-yl)acetamide C12(CC(C1)C2)CC(=O)N